(3,7-bis(dimethyl-amino)-10H-phenothiazine-10-carbonyl)-valyl-seryl-arginyl-arginyl-arginyl-arginyl-arginyl-glycyl-glycyl-cysteine CN(C=1C=CC=2N(C3=CC=C(C=C3SC2C1)N(C)C)C(=O)N[C@@H](C(C)C)C(=O)N[C@@H](CO)C(=O)N[C@@H](CCCNC(N)=N)C(=O)N[C@@H](CCCNC(N)=N)C(=O)N[C@@H](CCCNC(N)=N)C(=O)N[C@@H](CCCNC(N)=N)C(=O)N[C@@H](CCCNC(N)=N)C(=O)NCC(=O)NCC(=O)N[C@@H](CS)C(=O)O)C